O1COC=C1C(=O)O.C1N(CCC2=CC=CC=C12)[C@@H]1CCN(CC[C@H]1O)C(=O)C1=NC=NC(=C1)NC1CCN(CC1)C Trans-(4-(3,4-dihydroisoquinolin-2(1H)-yl)-5-hydroxyazepan-1-yl)(6-((1-methylpiperidin-4-yl)amino)pyrimidin-4-yl)methanone 5-dioxolate